OC([C@H]1N(CCC1)C(CCCNCC(=O)OCC)=O)(C1=CC=CC=C1)C1=CC=CC=C1 ethyl (S)-(4-(2-(hydroxydiphenylmethyl)pyrrolidin-1-yl)-4-oxobutyl)glycinate